O[C@H](C)[C@H]1N(CC(C1)C1=CC=C(C=C1)C(F)(F)F)C1=CC=C(C#N)C=C1 4-((2S)-2-((R)-1-hydroxyethyl)-4-(4-(trifluoromethyl)phenyl)pyrrolidin-1-yl)benzonitrile